3-(4-(2-((3r,5r,7r)-adamantan-1-yl)ethyl)-2,6-dimethylpiperazin-1-yl)propane C12(CC3CC(CC(C1)C3)C2)CCN2CC(N(C(C2)C)CCC)C